4-chloro-N-[2-methyl-5-(1,2,3,4-tetrahydroisoquinolin-6-yl)-1,2,4-triazol-3-yl]-1H-indazol-5-amine hydrochloride Cl.ClC1=C2C=NNC2=CC=C1NC=1N(N=C(N1)C=1C=C2CCNCC2=CC1)C